tert-butyl N-[(Z)-[4-({[(tert-butoxy)carbonyl]amino}({[(1S,2S)-2-methyl-1-(methylcarbamoyl)butyl]carbamoyl})-methyl)piperidin-1-yl]({[(tert-butoxy)carbonyl]imino})methyl]carbamate C(C)(C)(C)OC(=O)NC(C1CCN(CC1)\C(\NC(OC(C)(C)C)=O)=N/C(=O)OC(C)(C)C)C(N[C@@H]([C@H](CC)C)C(NC)=O)=O